tert-butyl 4-(4-amino-3-(3-fluoro-4-phenoxyphenyl)-1H-pyrazolo[3,4-d]pyrimidin-1-yl)-[1,4'-bipiperidine]-1'-carboxylate NC1=C2C(=NC=N1)N(N=C2C2=CC(=C(C=C2)OC2=CC=CC=C2)F)C2CCN(CC2)C2CCN(CC2)C(=O)OC(C)(C)C